(S)-2-(2-chloro-6-fluorobenzoylamino)-3-(4-(3-cyclopropyl-7-fluoro-2-oxo-2,3-dihydro-1H-benzo[d]imidazol-1-yl)phenyl)propanoic acid ClC1=C(C(=O)N[C@H](C(=O)O)CC2=CC=C(C=C2)N2C(N(C3=C2C(=CC=C3)F)C3CC3)=O)C(=CC=C1)F